3-isopropoxy-5-methylbenzonitrile C(C)(C)OC=1C=C(C#N)C=C(C1)C